2,4-dioxo-1-(piperidine-4-yl)-1,2,3,4-tetrahydrothieno[2,3-d]pyrimidin-6-sulfonamide trifluoroacetate FC(C(=O)O)(F)F.O=C1NC(C2=C(N1C1CCNCC1)SC(=C2)S(=O)(=O)N)=O